1,3-bis(3-fluorophenyl)propane-1,3-dione FC=1C=C(C=CC1)C(CC(=O)C1=CC(=CC=C1)F)=O